(R)-5-fluoro-2-methyl-1-((R)-5-(pyridin-2-yl)-2,3-dihydro-1H-indene-2-carbonyl)indoline-6-sulfonamide FC=1C=C2C[C@H](N(C2=CC1S(=O)(=O)N)C(=O)[C@@H]1CC2=CC=C(C=C2C1)C1=NC=CC=C1)C